C(CCC)C1=CC=2OC3(CNCC3)CN(C2N=C1)C(NC1=CC(=CC=C1)C1(COC1)CC1=NN=CN1C)=O 7-butyl-4-((3-(3-((4-methyl-4H-1,2,4-triazol-3-yl)methyl)oxetan-3-yl)phenyl)carbamoyl)-3,4-dihydrospiro[pyrido[3,2-b][1,4]oxazine-2,3'-pyrrolidine]